1-Isochroman-8-yl-6-oxo-pyridine-3-carboxylic acid C1OCCC2=CC=CC(=C12)N1C=C(C=CC1=O)C(=O)O